CC1=C(C=CC=C1COC=1C=CC2=C(N(CN(C2)CC(=O)O)C)N1)C1=C(C=CC=C1)C 2-(7-((2,2'-dimethyl-[1,1'-biphenyl]-3-yl)methoxy)-1-methyl-1,4-dihydropyrido[2,3-d]pyrimidin-3(2H)-yl)acetic acid